dibutyltin bis(isooctylthioacetate) C(CCCCC(C)C)CC(=S)[O-].C(CCCCC(C)C)CC(=S)[O-].C(CCC)[Sn+2]CCCC